6-((1S,4S,5R)-5-((5-cyclopropyl-3-(2,6-dichlorophenyl)isoxazol-4-yl)methoxy)-2-azabicyclo[2.2.1]heptan-2-yl)-5-fluoro-N-(propylsulfonyl)nicotinamide C1(CC1)C1=C(C(=NO1)C1=C(C=CC=C1Cl)Cl)CO[C@H]1[C@@H]2CN([C@H](C1)C2)C2=NC=C(C(=O)NS(=O)(=O)CCC)C=C2F